2,6-dibromo-2,2'-bipyridine BrC1(NC(=CC=C1)Br)C1=NC=CC=C1